4-(2,6-Dimethyl-3-propan-2-ylthieno[3,2-c]pyrazol-5-yl)-N-[5-(6-ethyl-2,6-diazaspiro[3.3]heptan-2-yl)pyridin-2-yl]-5-fluoropyrimidin-2-amine CN1N=C2C(=C1C(C)C)SC(=C2C)C2=NC(=NC=C2F)NC2=NC=C(C=C2)N2CC1(C2)CN(C1)CC